C1(=CC=CC=C1)C=1SC(=CN1)B(O)O 2-PHENYLTHIAZOL-5-YLBORONIC ACID